p-hydroxysulfhydryl-phenol OSC1=CC=C(C=C1)O